[K+].C1(=CC=C(C=C1)S(=O)(=O)[O-])C1=CC=C(C=C1)S(=O)(=O)[O-].[K+] [1,1'-biphenyl]-4,4'-disulfonic acid potassium salt